BrC=1C=C2C(=NC1)N(C=C2)S(=O)(=O)C2=CC=CC=C2 5-bromo-1-benzenesulfonyl-1H-pyrrolo[2,3-b]pyridine